CC=1C(=C(C=C(C1)C(F)(F)F)O)C1=CC2=C(N=N1)N(C=C2)CC2CCOCC2 3-Methyl-2-{7-[(oxan-4-yl)methyl]-7H-pyrrolo[2,3-c]pyridazin-3-yl}-5-(trifluoromethyl)phenol